[Cu].[Ni].[Cr] Chromium nickel copper